C(CCCCCCCCC)(=O)OCCN(C(C=CC(NCCOCCN(C)C)=O)=O)CCOC(CCCCCCCCC)=O 2-methyl-9,12-dioxo-13-{2-[(1-oxodecyl) oxy] ethyl}-5-oxa-2,8,13-triazapentadec-10-en-15-yl decanoate